(S)-3,8-difluoro-6-((R)-1-hydroxy-2-((3aS,5S,6aR)-3a-hydroxy-5-phenoxyhexahydrocyclopenta[c]pyrrol-2(1H)-yl)ethyl)-3,4-dihydro-quinolin-2(1H)-one F[C@@H]1C(NC2=C(C=C(C=C2C1)[C@H](CN1C[C@@H]2[C@](C1)(C[C@H](C2)OC2=CC=CC=C2)O)O)F)=O